6-O-propargyl-galactose C(C#C)OC[C@H]([C@@H]([C@@H]([C@H](C=O)O)O)O)O